(2-((1S,4S)-2-oxa-5-azabicyclo[2.2.1]hept-5-yl)quinolin-6-yl)methanol Ethyl-6-(4-bromo-3-methylphenyl)-4-oxo-4,5-dihydropyrazolo[1,5-a]pyrazine-2-carboxylate C(C)C=1C(=NN2C1C(NC(=C2)C2=CC(=C(C=C2)Br)C)=O)C(=O)OCC=2C=C1C=CC(=NC1=CC2)N2[C@@H]1CO[C@H](C2)C1